C1(=CC=C(C=C1)C1=NNC(=N1)C(C)C)C1=NNC(=N1)C(C)C 3,3'-(1,4-phenylene)bis(5-isopropyl-1H-1,2,4-triazole)